ClCC(CCSC)=O 1-chloro-4-(methylthio)butan-2-one